CC1OC(CC1)C tetrahydro-2,5-dimethylfuran